O=C1C2=C(N=CN1)N(N=C2)C2=CC=CC=C2 4-oxo-1-phenyl-4,5-dihydro-1H-pyrazolo[3,4-d]pyrimidine